1-butyl-2,3-dimethyl-imidazolium bis(trifluoromethanesulfonyl)imide [N-](S(=O)(=O)C(F)(F)F)S(=O)(=O)C(F)(F)F.C(CCC)N1C(=[N+](C=C1)C)C